P(O)(=O)(OP(=O)(O)OP(=O)(O)O)OC[C@@H]1[C@H]([C@H]([C@@](O1)(N1C=NC=2C(=O)NC(N)=NC12)S)O)O mercapto guanosine-5'-triphosphate